3-(2-cyanoacetyl)-2-methyl-benzonitrile C(#N)CC(=O)C=1C(=C(C#N)C=CC1)C